(S)-methyl 1-(2-fluorobenzyl)-4-(2-((5-methyl-4-oxo-8-(2,2,2-trifluoroacetyl)-2,3,4,5,7,8,9,10-octahydro-[1,4]oxazepino[2,3-g]isoquinolin-3-yl) amino) ethyl)-1H-pyrazole-3-carboxylate FC1=C(CN2N=C(C(=C2)CCN[C@@H]2C(N(C=3C(=CC=4CCN(CC4C3)C(C(F)(F)F)=O)OC2)C)=O)C(=O)OC)C=CC=C1